BrC=1N=C2N(CCN(C2C)C(=O)C2=CC=C(C=C2)F)C1C1=NC(=NS1)C (2-bromo-8-methyl-3-(3-methyl-1,2,4-thiadiazol-5-yl)-5,6-dihydroimidazo[1,2-a]pyrazine-7(8H)-yl)(4-fluorophenyl)methanone